2-benzylsulfanyl-3-methoxy-6-(4-methoxytetrahydropyran-4-yl)pyridine C(C1=CC=CC=C1)SC1=NC(=CC=C1OC)C1(CCOCC1)OC